C1(=C(C=CC=C1)N)N o-Phenylendiamin